2,6-bis(azidobenzylidene)-4-methylcyclohexanone CC1CC(=C(C2=CC=CC=C2)N=[N+]=[N-])C(=O)C(=C(C3=CC=CC=C3)N=[N+]=[N-])C1